C[C@@H]1O[C@@H](CN(C1)C1=CC=C(C(=N1)C(C)C)NC1CC2(C1)CC(C2)N)C N2-(6-((2S,6R)-2,6-dimethylmorpholino)-2-isopropylpyridin-3-yl)spiro[3.3]heptane-2,6-diamine